(1S,2R,4R)-N-((R)-2-(benzofuran-3-yl)-1-(4-oxo-1,3,2-dioxaborolan-2-yl)ethyl)-7-oxabicyclo[2.2.1]heptane-2-carboxamide O1C=C(C2=C1C=CC=C2)C[C@@H](B2OCC(O2)=O)NC(=O)[C@H]2[C@@H]1CC[C@H](C2)O1